N1(C=NC=C1)C1=CC=C(C=C1)C1=CC(=NN1)NC=1C=C2C=NNC2=CC1C N-(5-(4-(1H-imidazol-1-yl)phenyl)-1H-pyrazol-3-yl)-6-methyl-1H-indazol-5-amine